(R)-1-(7-(3-((5-chloropyrimidin-2-yl)amino)pyrrolidine-1-carbonyl)-2H-benzo[b][1,4]oxazin-4(3H)-yl)prop-2-en-1-one ClC=1C=NC(=NC1)N[C@H]1CN(CC1)C(=O)C=1C=CC2=C(OCCN2C(C=C)=O)C1